methyl (3s)-3-phenyl-3-[1-(trifluoromethyl)cyclopropyl]propanoate C1(=CC=CC=C1)[C@H](CC(=O)OC)C1(CC1)C(F)(F)F